N-((5-(4-chlorophenyl)-1,2,4-oxadiazol-3-yl)methyl)-5,7-dimethyl-4-oxo-4,5-dihydropyrazolo[1,5-a]pyrazine-3-carboxamide ClC1=CC=C(C=C1)C1=NC(=NO1)CNC(=O)C=1C=NN2C1C(N(C=C2C)C)=O